FC(C=1C=C(C(=O)[NH-])C=C(C1)C(F)(F)F)(F)F 3,5-bis(trifluoromethyl)benzoyl-amide